NC=1C=2N(C3=CC(=C(C=C3N1)C#N)C(=O)OC)C=NC2 methyl 4-amino-7-cyanoimidazo[1,5-a]quinoxaline-8-carboxylate